({[(1R)-4-(3,5-difluoro-2-hydroxyphenyl)cyclohex-3-en-1-yl]oxy}methyl)-7-oxo-9-oxa-2,6-diazaspiro[4.5]decane-2-carboxylate FC=1C(=C(C=C(C1)F)C1=CC[C@@H](CC1)OCOC(=O)N1CC2(CC1)NC(COC2)=O)O